8,11-difluoro-N-((1r,4r)-4-(2-methoxyethoxy)cyclohexyl)-5,6-dihydrobenzo[f]imidazo[1,5-d][1,4]oxazepine-10-carboxamide FC1=CC(=C(C=2C=3N(CCOC21)C=NC3)F)C(=O)NC3CCC(CC3)OCCOC